(1R,2S,5S)-3-((S)-3,3-dimethyl-2-(2,2,2-trifluoroacetamido)butanoyl)-6,6-dimethyl-N-((S)-1-oxo-3-((S)-2-oxopiperidin-3-yl)propan-2-yl)-3-azabicyclo[3.1.0]hexane-2-carboxamide CC([C@@H](C(=O)N1[C@@H]([C@H]2C([C@H]2C1)(C)C)C(=O)N[C@H](C=O)C[C@H]1C(NCCC1)=O)NC(C(F)(F)F)=O)(C)C